7-fluoro-6-nitro-N-(4-phenoxyphenyl)quinazolin-4-amine FC1=C(C=C2C(=NC=NC2=C1)NC1=CC=C(C=C1)OC1=CC=CC=C1)[N+](=O)[O-]